5-[1-(2-Fluoro-6-methyl-phenyl)-piperidin-4-yl]-2-methyl-7-(2-trifluoromethyl-benzyl)-2,4,5,7-tetrahydro-pyrazolo[3,4-d]pyrimidin-6-on FC1=C(C(=CC=C1)C)N1CCC(CC1)N1C(N(C=2C(C1)=CN(N2)C)CC2=C(C=CC=C2)C(F)(F)F)=O